CC(=O)NC1=NC=CS1 N-Thiazol-2-yl-acetamide